tert-butyl (2-(((1,3-dioxoisoindolin-2-yl)oxy)methyl)-5-(methylcarbamoyl)phenyl)(methyl)carbamate O=C1N(C(C2=CC=CC=C12)=O)OCC1=C(C=C(C=C1)C(NC)=O)N(C(OC(C)(C)C)=O)C